OC=1C=C(C=CC1)C#CCN1C(N(C(C=2N3C(=NC12)S(CC3)=O)=O)C)=O 1-(3-(3-hydroxyphenyl)prop-2-yn-1-yl)-3-methyl-6,7-dihydrothiazolo[2,3-f]purine-2,4(1h,3h)-dione 8-oxide